CC1=CC=C(C=N1)NC(OCC1OC2=C(C3=C(N=C(S3)C3=C4N=CC(=NC4=CC(=C3)C)OC)C(=C2)C)OC1)=O (2-(2-methoxy-7-methylquinoxalin-5-yl)-4-methyl-7,8-dihydro-[1,4]dioxino[2',3':3,4]benzo[1,2-d]thiazol-7-yl)methyl (6-methylpyridin-3-yl)carbamate